CC(C(=O)O)C=CCCC(C)C 2,7-dimethyl-3-octenoic acid